(2S)-N-FMOC-4-AZIDO-BUTANOIC ACID C1=CC=C2C(=C1)C(C3=CC=CC=C32)COC(=O)N[C@@H](CCN=[N+]=[N-])C(=O)O